N'-((2,3-dicyclopropyl-6,7-dihydro-5H-cyclopenta[b]pyridin-4-yl)-carbamoyl)-3-fluoro-4-(2-hydroxypropan-2-yl)thiophene-2-sulfonimidamide C1(CC1)C1=C(C(=C2C(=N1)CCC2)NC(=O)N=S(=O)(N)C=2SC=C(C2F)C(C)(C)O)C2CC2